N1=CN=C(C2=C1NC=C2)C=2C=CC(=NC2)N2CC1N(C(C2)C1)CC1=CC=C(C=C1)C(F)(F)F 3-(5-(7H-pyrrolo[2,3-d]pyrimidin-4-yl)pyridin-2-yl)-6-(4-trifluoromethylbenzyl)-3,6-diazabicyclo[3.1.1]heptane